N1N=CC2=CC=C(C=C12)C(C(=O)O)NC(=N)N 1H-indazol-6-yl-guanidinoacetic acid